C(C)N(C(=O)Cl)C ethyl-(methyl)carbamoyl chloride